N=1C=CC=2C1CC(=CN2)C(=O)N Pyrrolo[2,3-e]Pyridine-6-carboxamide